C(C)(=O)O.C(C)(=O)O.C(CCCCCCCCCCCCCCCCC)NCCNCCN stearyl diethylenetriamine diacetate